2-bromo-5-(trifluoromethyl)-1,3-thiazole BrC=1SC(=CN1)C(F)(F)F